CC1=NC(=NC=C1S(=O)(=O)N1CC2(C1)CN(C2)C2CCOCC2)C(F)(F)F 2-((4-methyl-2-(trifluoromethyl)pyrimidin-5-yl)sulfonyl)-6-(tetrahydro-2H-pyran-4-yl)-2,6-diazaspiro[3.3]heptane